BrC1=C(C=C2C(=NC=NC2=C1)N[C@H](C)C1=C(C(=CC=C1)C(F)(F)F)C)I (R)-7-Bromo-6-iodo-N-(1-(2-methyl-3-(trifluoromethyl)phenyl)ethyl)quinazolin-4-amine